S1C=NC=C1N1C=CC2=CC=CC(=C12)C(=O)O (thiazol-5-yl)-1H-indole-7-carboxylic acid